NCC=1C=C(C=CC1)N1N=C(C=C1C(=O)NC1=C(C=CC(=C1)[C@H](C=1C=NC=CC1)OCC1CC1)F)C(F)(F)F |r| rac-1-(3-(aminomethyl)phenyl)-N-(5-((cyclopropylmethoxy)(pyridin-3-yl)methyl)-2-fluorophenyl)-3-(trifluoromethyl)-1H-pyrazole-5-carboxamide